N-((2,4-dimethylphenyl)sulfonyl)-2-(naphthalen-1-yloxy)acetamide CC1=C(C=CC(=C1)C)S(=O)(=O)NC(COC1=CC=CC2=CC=CC=C12)=O